(R-2S)-2-(methoxymethyl)-N-(((R)-2-methyl-2,4,5,6-tetrahydro-1H-cyclobuta[f]inden-3-yl)carbamoyl)-N'-trityl-2,3-dihydropyrazolo[5,1-b]oxazole-7-sulfonimidamide COC[C@@H]1CN2C(O1)=C(C=N2)[S@](=O)(NC(NC2=C1C(=CC=3CCCC23)C[C@H]1C)=O)=NC(C1=CC=CC=C1)(C1=CC=CC=C1)C1=CC=CC=C1